FC1=C(C(=CC(=C1)N1C(C[C@H](C1)NC=1OC(=NN1)C1CC2(C1)CCC2)=O)F)C2C(N(C(CC2)=O)COCC[Si](C)(C)C)=O 3-(2,6-difluoro-4-((R)-2-oxo-4-((5-(spiro[3.3]heptan-2-yl)-1,3,4-oxadiazol-2-yl)amino)pyrrolidin-1-yl)phenyl)-1-((2-(trimethylsilyl)ethoxy)methyl)piperidine-2,6-dione